C1(CC1)C1=CC(=C(C=C1)NCC(=O)OC)[N+](=O)[O-] methyl 2-[(4-cyclopropyl-2-nitrophenyl)amino]acetate